F[C@H]1CN(CC[C@H]1NC1=CC=CN2C(=C(C=C12)C1=NOC(=N1)CNC(=O)C=1C=CC=C2CC(NC12)=O)SC(F)(F)F)C N-{[3-(8-{[(3S,4R)-3-fluoro-1-methylpiperidin-4-yl]amino}-3-[(trifluoromethyl)sulfanyl]indolizin-2-yl)-1,2,4-oxadiazol-5-yl]methyl}-2-oxo-1,3-dihydroindole-7-carboxamide